4-(4-fluorophenyl)pyridazin-3(2H)-one FC1=CC=C(C=C1)C=1C(NN=CC1)=O